Cl.N[C@H](C(=O)OC)C[C@H]1C(NCC1)=O Methyl (S)-2-amino-3-((S)-2-oxopyrrolidin-3-yl)propanoate hydrochloride